BrC1=CC=C(C(=N1)Cl)O[C@@H]1C[C@H](CCC1)C(=O)OC(C)C |r| (+/-)-isopropyl (1S,3S)-3-((6-bromo-2-chloropyridin-3-yl)oxy)cyclohexane-1-carboxylate